N-phenyl-4-oxo-1,4-dihydroquinoline-3-carboxylic acid methyl ester COC(=O)C1=CN(C2=CC=CC=C2C1=O)C1=CC=CC=C1